(R)-N-(1-(3-(difluoromethyl)-2-fluorophenyl)ethyl)-2-methyl-6-((1-(methylsulfonyl)azetidin-3-yl)oxy)-8,9-dihydrofuro[2,3-h]quinazolin-4-amine FC(C=1C(=C(C=CC1)[C@@H](C)NC1=NC(=NC2=C3C(=C(C=C12)OC1CN(C1)S(=O)(=O)C)OCC3)C)F)F